N,N'-dimethylhydrazine CNNC